(2S,4R)-1-[(2S)-2-(4-cyclopropyltriazol-1-yl)-3,3-dimethyl-butanoyl]-N-[(1,1-dioxothian-3-yl)methyl]-4-hydroxy-pyrrolidine-2-carboxamide C1(CC1)C=1N=NN(C1)[C@H](C(=O)N1[C@@H](C[C@H](C1)O)C(=O)NCC1CS(CCC1)(=O)=O)C(C)(C)C